O=C1N=C2C(=C1)N=C(C2=O)C(=O)O diketopyrrolopyrrolic acid